O[C@@H]1CN(CC[C@H]1O)CC1=CC=2C(=NOC2C(=O)O)C=C1 5-((trans-3,4-dihydroxypiperidin-1-yl)methyl)benzo[c]isoxazole-3-carboxylic acid